[Sr].[K] potassium-strontium